ethyl (2E)-3-(1-{2-[2-(benzyloxy)ethyl]-4-methoxybutyl}-4-methyl-1H-benzotriazol-5-yl)prop-2-enoate C(C1=CC=CC=C1)OCCC(CN1N=NC2=C1C=CC(=C2C)/C=C/C(=O)OCC)CCOC